3-methyl-1-(pyridin-4-yl)-1H-benzo[g]indazole-4,5-dione CC1=NN(C=2C3=C(C(C(C12)=O)=O)C=CC=C3)C3=CC=NC=C3